(5aR,5bS,7aR,10aS,10bS)-5a,7a-dimethyl-8-(6-methylheptan-2-yl)-N-(2,4-difluorophenyl)-5,5a,5b,6,7,7a,8,9,10,10a,10b,11-dodecahydro-4H-cyclopenta[7,8]phenanthro[2,1-d]thiazol-2-amine C[C@@]12CCC=3N=C(SC3C2=CC[C@H]2[C@H]3[C@](CC[C@H]12)(C(CC3)C(C)CCCC(C)C)C)NC3=C(C=C(C=C3)F)F